C1(=CC=CC=C1)C1=CC=C(C=N1)NC(C)=O N-(6-phenylpyridin-3-yl)acetamide